C(C(=O)[O-])(=O)OC1=C(C=C(C=C1Cl)Cl)Cl dl-2,4,6-trichlorophenyl oxalate